4-(8-(1-propenoylpyrrolidin-3-yl)-4-aminoimidazo[1,5-a][1,3,5]triazin-6-yl)-N-(pyridin-2-yl)benzamide tert-Butyl-N-[2-(4,4-dimethylpentylamino)ethyl]carbamate C(C)(C)(C)OC(NCCNCCCC(C)(C)C)=O.C(C=C)(=O)N1CC(CC1)C=1N=C(N2C1N=CN=C2N)C2=CC=C(C(=O)NC1=NC=CC=C1)C=C2